C(C)(C)C1=C(C=CC(=C1)B1OC(C(O1)(C)C)(C)C)N1CCC2(CCN(C2)C(=O)OC(C)(C)C)CC1 tert-butyl 8-[2-isopropyl-4-(4,4,5,5-tetramethyl-1,3,2-dioxaborolan-2-yl)phenyl]-2,8-diazaspiro[4.5]decane-2-carboxylate